COC(C1=CC(=C(C=C1)OCC=C)C=O)=O 4-allyloxy-3-formylbenzoic acid methyl ester